4-azaheptan-1,7-diamine C(CCNCCCN)N